O1CCC(CC1)OC1=NC=CC=N1 ((tetrahydro-2H-pyran-4-yl)oxy)pyrimidin